C(CCCCCCCCC)(=O)[O-].N[C@@H](CS)C(=O)O.[Na+] sodium cysteine decanoate